2-(1-(3-isopropylphenyl)cyclopropyl)-6-(2-(3'-(trifluoromethyl)-[1,1'-biphenyl]-3-yl)acetyl)-5,6,7,8-tetrahydropyrido[4,3-d]pyrimidin-4(3H)-one C(C)(C)C=1C=C(C=CC1)C1(CC1)C=1NC(C2=C(N1)CCN(C2)C(CC=2C=C(C=CC2)C2=CC(=CC=C2)C(F)(F)F)=O)=O